BrC(C(=O)NCCOC(C(=C)C)=O)(C)C.ClC=1C=C(C=C(C1)C1=CC=CC=C1)C=1C=CC=2C=CC3=CC=CC=C3C2C1 3-(5-chloro-[1,1'-biphenyl]-3-yl)phenanthrene 2-(2-bromo-2-methylpropanamido)ethyl-methacrylate